tert-butyl 4,4-difluoro-3-(1-methyl-6-oxo-1,6-dihydropyridin-3-yl)piperidine-1-carboxylate FC1(C(CN(CC1)C(=O)OC(C)(C)C)C1=CN(C(C=C1)=O)C)F